((1-(5-chloro-4-(((R)-1-(2,4-dichlorophenyl) ethyl) amino)-6-methylpyrimidin-2-yl) (methyl) amino) methyl) pyrrolidine-1-carboxylate N1(CCCC1)C(=O)OCNCC1=NC(=C(C(=N1)N[C@H](C)C1=C(C=C(C=C1)Cl)Cl)Cl)C